CC12CCCCC2CCC1 7a-Methyloctahydro-4H-indene